S(=O)(=O)([O-])O[C@@H]1CC2=CC[C@H]3[C@@H]4CC[C@H]([C@@H](CCCC(C)C)C)[C@]4(CC[C@@H]3[C@]2(CC1)C)C.[K+] potassium 5-cholesten-3beta-ol sulfate